COC=1C(C(=O)[O-])=CC=CC1 methyl-salicylate